(5-chloro-7-cyclopropylimidazo[1,2-a]pyridin-2-yl)methanol ClC1=CC(=CC=2N1C=C(N2)CO)C2CC2